allyl-N'-ethylurea C(C=C)NC(=O)NCC